[β-(Trimethylsilyl)ethoxy]methyl chloride C[Si](CCOCCl)(C)C